ethyl 2-(3,4-dichlorophenyl)-1-ethyl-6-[(4-fluoropyrazol-1-yl)methyl]-4-oxo-pyridine-3-carboxylate ClC=1C=C(C=CC1Cl)C=1N(C(=CC(C1C(=O)OCC)=O)CN1N=CC(=C1)F)CC